[K].[Na] sodium-kalium